ClC=1C(=NC(=NC1)NC=1C=NN(C1)CC1=CC=C(C=C1)[N+](=O)[O-])C=1C=NN(C1CC1CC1)C 5-chloro-4-(5-(cyclopropylmethyl)-1-methyl-1H-pyrazol-4-yl)-N-(1-(4-nitrobenzyl)-1H-pyrazol-4-yl)pyrimidin-2-amine